[K].[Na].[Bi] Bismuth sodium potassium